ClC1=NC=CC=2C1=CN(N2)CC=2N=C1N(C=C(C=C1)C1CC1)C2 4-chloro-2-((6-cyclopropylimidazo[1,2-a]pyridin-2-yl)methyl)-2H-pyrazolo[4,3-c]pyridine